methyl 4'-acetyl-7-chloro-4-methylspiro[1,3-benzodioxole-2,1'-cyclohexane]-5-carboxylate C(C)(=O)C1CCC2(CC1)OC1=C(O2)C(=CC(=C1C)C(=O)OC)Cl